BrC1=C(N=NC=C1Br)O 4,5-dibromopyridazin-3-ol